FC1=C2CC(CC2=CC(=C1)OCCS(=O)(=O)C)CO [4-fluoro-6-(2-methylsulfonylethoxy)indan-2-yl]methanol